[N+](=O)([O-])[O-].[Cu+] copper mononitrate